COC(=O)C1=NC2=CC=C(C=C2C=C1)N1CCN(CC1)CC(=O)N1CC(C1)O 6-(4-(2-(3-hydroxyazetidin-1-yl)-2-oxoethyl)piperazin-1-yl)quinoline-2-carboxylic acid methyl ester